C(\C=C\C(=O)[O-])(=O)OC methyl (2E)-but-2-ene-1,4-dioate